C(C)(C)(C)[S@@](=O)N1[C@@H]([C@@]2(C1)CN(CCCC2)C(=O)OC(C)(C)C)CC tert-butyl (1R,4R)-2-((R)-tert-butylsulfinyl)-1-ethyl-2,6-diazaspiro[3.6]decane-6-carboxylate